ClC=1C(=C(C=CC1)S(=O)(=O)NC[C@@H](CC)O)F 3-chloro-2-fluoro-N-[(2R)-2-hydroxybutyl]benzenesulfonamide